1,2-bis((8,8-dimethyl-1-oxaspiro[4.5]decan-2-yl)oxy)ethane CC1(CCC2(CCC(O2)OCCOC2OC3(CC2)CCC(CC3)(C)C)CC1)C